2,3-dimethoxy-5-bromopyridine COC1=NC=C(C=C1OC)Br